ClC1=C(C(=NC(=N1)N)NCC1=CC=C(C=C1)OC)N 6-Chloro-N4-(4-methoxybenzyl)pyrimidine-2,4,5-triamine